ClC1=CC=C2C(=CNC2=C1C1=NC=CN=C1C)S(=O)(=O)NC1=NC(=C(C(=N1)OC)OCC(F)F)OC 6-chloro-N-[5-(2,2-difluoroethoxy)-4,6-dimethoxy-pyrimidin-2-yl]-7-(3-methylpyrazin-2-yl)-1H-indole-3-sulfonamide